(2S,4S)-1-((R)-2-(2-naphthoylamino)-3-cyclohexylpropionyl)-4-(piperidin-1-yl)pyrrolidine-2-carboxylic acid C1=C(C=CC2=CC=CC=C12)C(=O)N[C@@H](C(=O)N1[C@@H](C[C@@H](C1)N1CCCCC1)C(=O)O)CC1CCCCC1